C(C)(C)(C)S(=O)(=O)[O-] tertbutyl-sulfonate